C(C)(C)[Si](COC1=C(C=C(C(=C1C1=CC(=CC(=C1)C(C)(C)C)C(C)(C)C)O)C1=CC(=CC=C1)C(C)(C)C)C)(COC1=CC=C(C=C1C=1C(=C(C=C(C1)C)C1=CC(=CC(=C1)C(C)(C)C)C(C)(C)C)O)C(C)(C)C)C(C)C 6'',6''''-(((diisopropylsilanediyl)bis(methylene))bis(oxy))bis(3,3'',5-tri-tert-butyl-5'-methyl-[1,1':3',1''-terphenyl]-2'-ol)